C(C=C)(=O)OCCOC1=C(C=CC(=C1)OCCOC(C=C)=O)C1(C2=CC=CC=C2C=2C=CC=CC12)C1=C(C=C(C=C1)OCCOC(C=C)=O)OCCOC(C=C)=O 9,9-bis[2,4-bis(2-acryloyloxyethoxy)-phenyl]-fluorene